NC1=CC(=C(C(=O)NC=2C(=NNC2Cl)C)C=C1F)O[C@H](C(F)(F)F)C (S)-4-amino-N-(5-chloro-3-methyl-1H-pyrazol-4-yl)-5-fluoro-2-((1,1,1-trifluoropropan-2-yl)oxy)benzamide